COC1=CC2=C(OCCN2)C=C1N1N=C(C=2C=NC(=CC21)C=2C=NN1C2N=CC=C1)C(=O)NCCN1CCC(CC1)C(SCC)=O S-ethyl 1-(2-(1-(6-methoxy-3,4-dihydro-2H-benzo[b][1,4]oxazin-7-yl)-6-(pyrazolo[1,5-a]pyrimidin-3-yl)-1H-pyrazolo[4,3-c]pyridine-3-carboxamido)ethyl)piperidine-4-carbothioate